COC1=CC=C(C=C1)C(OC[C@@H]1C([C@H]([C@@H](O1)N1C(NC(C=C1)=O)=O)F)O)(C1=CC=CC=C1)C1=CC=C(C=C1)OC 1-[(2R,3R,5R)-5-[[bis(4-methoxyphenyl)-phenyl-methoxy]methyl]-3-fluoro-4-hydroxy-tetrahydrofuran-2-yl]pyrimidine-2,4-dione